4-(8-fluoro-3-quinolyl)-2,2,7-trimethyl-1,3-benzothiazine-8-carbonitrile FC=1C=CC=C2C=C(C=NC12)C1=NC(SC2=C1C=CC(=C2C#N)C)(C)C